tert-butyl 4-[[6-[3-(5-fluoro-2-methoxy-4-methylsulfonyl-anilino) prop-1-ynyl]-1-(2,2,2-trifluoroethyl)benzimidazole-4-carbonyl]amino]-2-methyl-piperidine-1-carboxylate FC=1C(=CC(=C(NCC#CC=2C=C(C3=C(N(C=N3)CC(F)(F)F)C2)C(=O)NC2CC(N(CC2)C(=O)OC(C)(C)C)C)C1)OC)S(=O)(=O)C